[Si](C)(C)(C(C)(C)C)OCCC(C=C)=O 5-((tert-butyldimethylsilyl)oxy)pent-1-en-3-one